ClC=1C=NC=C(C1C(C)ON1N=C(C2=CC=CC=C12)C1=NC2=C(N1)CN(C2)C2CCN(CC2)C)Cl (1-(3,5-dichloropyridin-4-yl)ethoxy)-3-(5-(1-methylpiperidin-4-yl)-1,4,5,6-tetrahydropyrrolo[3,4-d]imidazol-2-yl)-1H-indazole